7-chloro-6-isopropyl-furo[2,3-b]pyrazine-2-carbaldehyde ClC1=C(OC2=NC=C(N=C21)C=O)C(C)C